[Br-].C(CCCCCCCCCCCCC)OCC(C[N+](CCO)(C)C)OCCCCCCCCCCCCCC N-(1,2-dimyristyloxypropan-3-yl)-N,N-dimethyl-N-hydroxyethylammonium bromide